7-(2,6-difluorophenyl)-3-(2-methoxyethyl)-1-((3-(trifluoromethyl)phenyl)sulfonyl)-2,3-dihydroquinazolin-4(1H)-one FC1=C(C(=CC=C1)F)C1=CC=C2C(N(CN(C2=C1)S(=O)(=O)C1=CC(=CC=C1)C(F)(F)F)CCOC)=O